C1(CC1)C1=C(C(=NO1)C1=C(C=CC=C1Cl)Cl)CO[C@@H]1[C@H]2[C@@H](N([C@@H](C1)C2)C2=CC=C(C(=O)O)C=C2)CC 4-[(1R,3S,4R,5S)-5-{[5-cyclopropyl-3-(2,6-dichlorophenyl)-1,2-oxazol-4-yl]methoxy}-3-ethyl-2-azabicyclo[2.2.1]heptan-2-yl]benzoic acid